C(#N)C=1C(=CC=C2C(=CNC12)C1=NC(=NC=C1C(F)(F)F)N[C@@H]1C[C@H](CC1)NC(=O)OC(C)(C)C)C(=O)OC methyl 7-cyano-3-(2-{[(1s,3s)-3-({[(2-methylpropan-2-yl) oxy] carbonyl} amino) cyclopentyl] amino}-5-(trifluoromethyl) pyrimidin-4-yl)-1H-indole-6-carboxylate